5-bromo-2-((1r,3r)-3-((1-phenyl-2,5,8,11-tetraoxatridecan-13-yl)oxy)cyclobutoxy)pyridine BrC=1C=CC(=NC1)OC1CC(C1)OCCOCCOCCOCCOCC1=CC=CC=C1